Nitrolinoleic acid CCCCC/C=C\C/C=C\CCCCCCC(C(=O)O)[N+](=O)[O-]